FC=1C=2N(C=C(C1)C1=CNC=3N=C(N=CC31)NC3CC(C3)(O)C)C=CN2 3-((5-(8-fluoroimidazo[1,2-a]pyridin-6-yl)-7H-pyrrolo[2,3-d]pyrimidin-2-yl)amino)-1-methylcyclobutan-1-ol